2-Bromo-4-(cyclopentylmethylsulfanyl)-1-methoxybenzene BrC1=C(C=CC(=C1)SCC1CCCC1)OC